[Ni].C1=CC=CCCCC1.C1=CC=CCCCC1 bis(cyclooctadiene) mononickel